BrN1C(=NS(C2=C1C=CC(=C2)C)(=O)=O)O bromo-3-hydroxy-7-methyl-4H-benzo[e][1,2,4]thiadiazine 1,1-dioxide